tert-butyl 5-(2-(4-amino-6-oxo-6,7-dihydrothieno[2,3-b]pyridin-5-yl)-3H-imidazo[4,5-b]pyridin-5-yl)-2,5-diazabicyclo[2.2.2]octane-2-carboxylate NC=1C2=C(NC(C1C1=NC=3C(=NC(=CC3)N3C4CN(C(C3)CC4)C(=O)OC(C)(C)C)N1)=O)SC=C2